(1S,5R)-3-benzyl-6,6-dimethyl-3-azabicyclo[3.1.0]Hexane-2-one C(C1=CC=CC=C1)N1C([C@@H]2C([C@@H]2C1)(C)C)=O